2H-pyrrole-2-carboxamide N=1C(C=CC1)C(=O)N